C(CCCCCCC\C=C/CCCCCCCC)OC(C(=O)N(CCOCCOCCOCCOCCOC(C1=CC=CC=C1)(C1=CC=CC=C1)C1=CC=CC=C1)CCCCCCCC)COCCCCCCCC\C=C/CCCCCCCC 2,3-bis[(Z)-octadec-9-enoxy]-N-octyl-N-[2-[2-[2-[2-(2-trityloxyethoxy)ethoxy]ethoxy]ethoxy]ethyl]propanamide